7-chloro-3-phenethyl-quinazoline-2,4(1H,3H)-dione ClC1=CC=C2C(N(C(NC2=C1)=O)CCC1=CC=CC=C1)=O